O1CCOC12C[C@@H](CCC2)CCO (s)-2-(1,4-dioxaspiro[4.5]decan-7-yl)ethan-1-ol